OC1(C[C@@H]2[C@@H](CN(C2)CC(=O)C2=CC=C(C=C2)O)C1)CC1=CC=C(C=C1)OC 2-[(3aR,5R,6aS)-5-hydroxy-5-[(4-methoxyphenyl)methyl]-octahydrocyclopenta[c]pyrrol-2-yl]-1-(4-hydroxyphenyl)ethan-1-one